N1C(=CC2=CC=CC=C12)C(=O)N1[C@@H](CC(C1)=C)C(=O)N[C@H](C=O)C[C@H]1C(NCC1)=O (S)-1-(1H-Indole-2-carbonyl)-4-methylene-N-((S)-1-oxo-3-((S)-2-oxopyrrolidin-3-yl)propan-2-yl)pyrrolidine-2-carboxamide